NC1=C2C(=NC=N1)N(N=C2C2=CC=C(C=C2)OC2=CC=CC=C2)C2CCN(CC2)C2C(CN(CC2)C2CN(C2)C(=O)OC(C)(C)C)F trans-tert-butyl 3-(4-(4-amino-3-(4-phenoxyphenyl)-1H-pyrazolo[3,4-d]pyrimidin-1-yl)-3'-fluoro-[1,4'-bipiperidin]-1'-yl)azetidine-1-carboxylate